(S)-3-(4'-fluoro-3'-methylbiphenyl-3-yl)-3-(3-(4-hydroxy-1,5-dimethyl-2-oxo-1,2-dihydropyridin-3-yl)ureido)propionic acid FC1=C(C=C(C=C1)C1=CC(=CC=C1)[C@H](CC(=O)O)NC(=O)NC=1C(N(C=C(C1O)C)C)=O)C